Cl.C(C)OC1=CC=C(C=C1)[C@H](COC)N (1R)-1-(4-ethoxyphenyl)-2-methoxyethanamine hydrochloride